BrC1=CC=2C[C@H]3O[C@H](CN([C@H]3C2C=C1)C(=O)OC(C)(C)C)C tertbutyl (2S,4aS,9aR)-7-bromo-2-methyl-2,3,9,9a-tetrahydroindeno[2,1-b][1,4]oxazine-4(4aH)-carboxylate